3-(3,3-dimethylcyclobutyl)-3-oxopropanenitrile CC1(CC(C1)C(CC#N)=O)C